1-(2-(benzo[d]oxazol-5-ylamino)-5-methyl-pyrimidin-4-yl)-N-(2-hydroxy-1-phenylethyl)-1H-pyrrole-3-carboxamide O1C=NC2=C1C=CC(=C2)NC2=NC=C(C(=N2)N2C=C(C=C2)C(=O)NC(CO)C2=CC=CC=C2)C